FC=1C=C2C=C(NC2=C(C1)[N+](=O)[O-])C=1OC=CN1 2-(5-fluoro-7-nitro-1H-indol-2-yl)oxazole